C(C)(C)(C)C=1C=C(C=C(C1)C(C)(C)C)N(C1=CC=2C(C3=CC=CC=C3C2C=C1)(C)C)C1=CC=C(C=C1)C1=CC(=CC(=C1)C(C)(C)C)C(C)(C)C N-(3,5-di-tert-butylphenyl)-N-(3',5'-di-tert-butylbiphenyl-4-yl)-9,9-dimethyl-9H-fluoren-2-amine